4-(3-((trans)-4-(3-bromopropyl)cyclohexyl)-4,4-dimethyl-5-oxo-2-thioxoimidazolidin-1-yl)-2-(trifluoromethyl)benzonitrile BrCCC[C@@H]1CC[C@H](CC1)N1C(N(C(C1(C)C)=O)C1=CC(=C(C#N)C=C1)C(F)(F)F)=S